NCCCS(=O)(=O)O 3-amino-1-propansulfonic acid